FC=1C=CC=C2C=C(NC12)C(=O)N[C@H](C(=O)OC)C[Si](C)(C)C Methyl (R)-2-(7-fluoro-1H-indole-2-carboxamido)-3-(trimethylsilyl)propanoate